COCOC1=CC(=CC2=C1CCO2)C(=O)OC Methyl 4-(methoxymethoxy)-2,3-dihydrobenzofuran-6-carboxylate